BrC=1C=CC(=NC1)O[C@@H]1C[C@@H]2CN([C@H]1CC2)C(=O)C2=C(C(=CC=C2)F)N2N=CC=N2 ((1S,4R,6R)-6-((5-bromopyridin-2-yl)oxy)-2-azabicyclo[2.2.2]octan-2-yl)(3-fluoro-2-(2H-1,2,3-triazol-2-yl)phenyl)methanone